(S)-2-amino-4-((1-(8-chloro-1,1-dihydroxy-2-(1H-pyrazol-4-yl)-2H-benzo[e][1,2]thiazin-3-yl)ethyl)amino)-6-methylpyrimidine-5-carbonitrile NC1=NC(=C(C(=N1)N[C@@H](C)C=1N(S(C2=C(C1)C=CC=C2Cl)(O)O)C=2C=NNC2)C#N)C